N1C=CC2=CC(=CC=C12)C1=CC=CC=2N1N=CC2C(=O)N2CCCCC2 (7-(1H-indole-5-yl)pyrazolo[1,5-a]pyridin-3-yl)(piperidin-1-yl)methanone